2-((1-phenylpyrrolidin-3-yl)thio)-1,4-dihydroquinazoline hydrochloride Cl.C1(=CC=CC=C1)N1CC(CC1)SC=1NC2=CC=CC=C2CN1